O1C(=NN=C1)C(C)(C)N1N=CC(=C1)C1=C(C=C(C=C1F)NC(CC1=NC(=CC=C1)C(F)(F)F)=O)C#N N-(4-(1-(2-(1,3,4-oxadiazol-2-yl)propan-2-yl)-1H-pyrazol-4-yl)-3-cyano-5-fluorophenyl)-2-(6-(trifluoromethyl)pyridin-2-yl)acetamide